2-[4-[8-[4-[4-[(2R)-2-(aminomethyl)morpholine-4-carbonyl]piperazine-1-carbonyl]-3-methyl-anilino]imidazo[1,2-a]pyrazin-3-yl]-3-chloro-2-fluoro-phenoxy]acetonitrile formate C(=O)O.NC[C@@H]1CN(CCO1)C(=O)N1CCN(CC1)C(=O)C1=C(C=C(NC=2C=3N(C=CN2)C(=CN3)C3=C(C(=C(OCC#N)C=C3)F)Cl)C=C1)C